tert-butyl(1-(6-(4-cyano-3-fluorophenyl)-7-(3-hydroxy-4-methoxyphenyl)oxazolo[4,5-c]pyridine-4-yl)piperidin-4-yl)carbamate C(C)(C)(C)OC(NC1CCN(CC1)C1=NC(=C(C2=C1N=CO2)C2=CC(=C(C=C2)OC)O)C2=CC(=C(C=C2)C#N)F)=O